2-(5-fluoro-2-(3-methyltetrahydrofuran-3-yl)phenyl)-2-(3-((5-(5,6,7,8-tetrahydro-1,8-naphthyridin-2-yl)pentyl)oxy)azetidin-1-yl)acetic acid FC=1C=CC(=C(C1)C(C(=O)O)N1CC(C1)OCCCCCC1=NC=2NCCCC2C=C1)C1(COCC1)C